BrC=1C(=NN(C1C(=O)OC)C=1SC(=C(N1)N1CCC(CC1)C(F)(F)F)C1=CC=C(C=C1)C(F)(F)F)C Methyl 4-bromo-3-methyl-1-(5-(4-(trifluoromethyl) phenyl)-4-(4-(trifluoromethyl) piperidin-1-yl) thiazol-2-yl)-1H-pyrazole-5-carboxylate